COC(=O)C=1C=CC2=C(N(C(=N2)CC2=CC=C(C=C2)C(F)(F)F)C(C)C)C1.C1(=CC=CC=C1)P(C1=C(C2=CC=CC=C2C=C1)C1=C(C=CC2=CC=CC=C12)P(C1=CC=CC=C1)C1=CC=CC=C1)C1=CC=CC=C1 2,2'-bis(diphenyl-phosphino)-1,1-binaphthyl methyl-1-isopropyl-2-(4-(trifluoromethyl)benzyl)-1H-benzo[d]imidazole-6-carboxylate